1-(2-chloropyrimidin-4-yl)-3-methyl-1H-pyrazole-4-carbaldehyde ClC1=NC=CC(=N1)N1N=C(C(=C1)C=O)C